6-{5-Azaspiro[2.3]hexan-5-yl}-2-(difluoromethyl)pyridin C1CC12CN(C2)C2=CC=CC(=N2)C(F)F